N-(1-(3-fluorophenyl)-2,2-dimethoxyethyl)-4-nitrobenzenesulfonamide FC=1C=C(C=CC1)C(C(OC)OC)NS(=O)(=O)C1=CC=C(C=C1)[N+](=O)[O-]